methyl 2-(4-cyano-2,5-difluorophenyl)acetate C(#N)C1=CC(=C(C=C1F)CC(=O)OC)F